C(C1=CC=CC=C1)(C1=CC=CC=C1)N1CC(C1)(C(=O)OC)O methyl 1-benzhydryl-3-hydroxy-azetidine-3-carboxylate